2-((5-carbamoylpyridin-3-yl)amino)-2-oxoacetic acid C(N)(=O)C=1C=C(C=NC1)NC(C(=O)O)=O